Cl.N1C[C@@H](CC1)NC=1C=NC2=CC=CC=C2C1 (R)-N-(pyrrolidin-3-yl)quinolin-3-amine hydrochloride